ClC=1C=C2C(=NC1)NC=C2CC=2C=CC(=NC2)N(C(=O)Cl)CC=2C=NC(=CC2)C(F)(F)F (5-((5-chloro-1H-pyrrolo[2,3-b]pyridin-3-yl)methyl)pyridin-2-yl)((6-(trifluoromethyl)pyridin-3-yl)methyl)carbamic chloride